(1-chloroisoquinolin-6-yl)boronic acid ClC1=NC=CC2=CC(=CC=C12)B(O)O